C(C)NC(=O)C1=CN(C2=NC=C(N=C21)N[C@@H]2[C@@H](CN(CC2)C(=O)OC(C)(C)C)C)COCC[Si](C)(C)C |r| cis-racemic-tert-butyl 4-{[7-(ethylcarbamoyl)-5-{[2-(trimethylsilyl)eth-oxy]methyl}-5H-pyrrolo[2,3-b]pyrazin-2-yl]amino}-3-methylpiperidine-1-carboxylate